OC/C=C/C1=CC=CC=2N(C(N(C21)C)=O)C2C(NC(CC2)=O)=O (E)-3-(4-(3-hydroxyprop-1-en-1-yl)-3-methyl-2-oxo-2,3-dihydro-1H-benzo[d]imidazol-1-yl)piperidine-2,6-dione